n-octadecenyl-2-phenyl-3-(4-hydroxybenzyloxy)-quinolin-4-one C(=CCCCCCCCCCCCCCCCC)C1=C2C(C(C(=NC2=CC=C1)C1=CC=CC=C1)OCC1=CC=C(C=C1)O)=O